ClC=1C=C2C(=C3C1NC(NC31CCCCC1)=O)OC(=N2)CNCC2=NC=C(C=C2F)F 5-chloro-2-({[(3,5-difluoropyridin-2-yl)methyl]amino}methyl)-7,8-dihydro-6H-spiro[[1,3]oxazolo[5,4-f]quinazoline-9,1'-cyclohexan]-7-one